C(C1=CC=CC=C1)N1CC(OCC1)C=1C=NN(C1)COCC[Si](C)(C)C 2-[[4-(4-benzylmorpholin-2-yl)pyrazol-1-yl]methoxy]ethyl-trimethyl-silane